(2R,5S)-5-[2-(4-chloro-3-fluoro-phenoxy)acetamido]-N-[4-(trifluoro-methyl)pyridin-2-yl]piperidine-2-carboxamide ClC1=C(C=C(OCC(=O)N[C@H]2CC[C@@H](NC2)C(=O)NC2=NC=CC(=C2)C(F)(F)F)C=C1)F